hydroxy-androstan-17-one OC[C@@]12C(CC[C@H]1[C@@H]1CCC3CCCC[C@]3(C)[C@H]1CC2)=O